4-(5-chloro-2-(4-isopropylpiperazin-1-yl)thiazolo[4,5-d]pyrimidin-7-yl)morpholine ClC=1N=C(C2=C(N1)N=C(S2)N2CCN(CC2)C(C)C)N2CCOCC2